C(C=CCCCCCCCCC)=O dodecene-1-aldehyde